2-(2-(tert-butoxycarbonyl)-7-fluoroisoindolin-4-yl)-5-cyanobenzoic acid C(C)(C)(C)OC(=O)N1CC2=C(C=CC(=C2C1)C1=C(C(=O)O)C=C(C=C1)C#N)F